OC1=C(C(=CC(=C1)O)O)B(O)O (2,4,6-trihydroxyphenyl)boronic acid